1,3-thiazolinone S1C(N=CC1)=O